FC1=C(C=C2CCCOC2=C1C=1CC[C@@H](NCC1)C)C1(NC(=CC(=N1)NC)C)N |o1:14| 2-[7-fluoro-8-[rel-(2S)-2-methyl-2,3,4,7-tetrahydro-1H-azepin-5-yl]chroman-6-yl]-N4,6-dimethyl-pyrimidine-2,4-diamine